C(C)(C)(C)S(=O)N=C1CN(C1)C(=O)OCC1=CC=CC=C1 benzyl 3-tert-butylsulfinyliminoazetidine-1-carboxylate